ClC1=CC=C2NC=3CC(CC(C3C(C2=C1)=O)=O)C1=CN=C(S1)C1=CC=C(C=C1)OC(F)(F)F 7-chloro-3-(2-(4-(trifluoromethoxy)phenyl)thiazol-5-yl)-3,4-dihydroacridine-1,9(2H,10H)-dione